COC=1C=C(C=CC1)C12C(OCCN1)CCCC2 4a-(3-methoxyphenyl)octahydro-2H-benzo[b][1,4]oxazine